ClCC(=O)N(CC(=O)NC1=C(C=CC(=C1)Cl)N1N=NC(=C1)Cl)C(C(=O)OC(C)(C)C)CC1=CC=C(C=C1)F tert-butyl 2-(2-chloro-N-(2-((5-chloro-2-(4-chloro-1H-1,2,3-triazol-1-yl)phenyl)amino)-2-oxoethyl)acetamido)-3-(4-fluorophenyl)propanoate